4-(2-ethoxy-2-oxoethoxy)piperidine-1-carboxylic acid tert-butyl ester C(C)(C)(C)OC(=O)N1CCC(CC1)OCC(=O)OCC